N1CCC(CC1)S(=O)(=O)C#CC=1C=C(OC2=C(N=NN2)C(=O)O)C=CC1 5-(3-((piperidin-4-ylsulfonyl)ethynyl)phenoxy)-1H-1,2,3-triazole-4-carboxylic acid